tert-butyl N-methyl-N-[[2-methyl-4-(4,4,5,5-tetramethyl-1,3,2-dioxaborolan-2-yl)phenyl]methyl]carbamate CN(C(OC(C)(C)C)=O)CC1=C(C=C(C=C1)B1OC(C(O1)(C)C)(C)C)C